C(=O)O.C(#N)C1=C(C=C(C=C1)C1=C(C(=NC=C1C1=CC(=C(C=C1)OC)O)N1CCC(CC1)NCC=1C=CC(=NC1)/C=C/C(=O)NO)CC#N)F (E)-3-(5-(((1-(4-(4-cyano-3-fluorophenyl)-3-(cyanomethyl)-5-(3-hydroxy-4-methoxyphenyl)pyridin-2-yl)piperidin-4-yl)amino)methyl)pyridin-2-yl)-N-hydroxyacrylamide formate